NC1=NC=CC2=CC=C(C=C12)N1N=C(C=C1C(=O)NC1=C(C=CC(=C1)C(CCC1CC1)N1C(C=CC=C1)=O)F)C(F)(F)F 1-(1-aminoisoquinolin-7-yl)-N-(5-(3-cyclopropyl-1-(2-oxopyridin-1(2H)-yl)propyl)-2-fluorophenyl)-3-(trifluoromethyl)-1H-pyrazole-5-carboxamide